(S)-5,6-dichloro-1'-((S)-3-fluoropiperidine-3-carbonyl)spiro[indoline-3,3'-pyrrolidin]-2-one ClC=1C=C2C(=CC1Cl)NC([C@]21CN(CC1)C(=O)[C@]1(CNCCC1)F)=O